N7-[(4,4-difluorocyclohexyl)methyl]pyrazolo[1,5-a]pyrimidine-3,7-dicarboxamide FC1(CCC(CC1)CNC(=O)C1=CC=NC=2N1N=CC2C(=O)N)F